triethoxyethane C(C)OC(C)(OCC)OCC